Tert-butyl 4-[2-(4-amino-2-fluorophenyl)ethyl]piperazine-1-carboxylate NC1=CC(=C(C=C1)CCN1CCN(CC1)C(=O)OC(C)(C)C)F